C(C(C)(C)C)(=O)OC1=CC=C(C=C1)C(=C(CC)C1=CC=CC=C1)C1=CC=C(C=C1)N1CCC(CC1)CNC(=O)OC(C)(C)C 4-(1-(4-(4-(((tert-butoxycarbonyl)amino)methyl) piperidin-1-yl)phenyl)-2-phenylbut-1-en-1-yl)phenyl pivalate